(6S)-6-[[4-cyano-6-(trifluoromethyl)-3-pyridinyl]oxy]-2-azaspiro[3.4]octane-2-carboxylic acid tert-butyl ester C(C)(C)(C)OC(=O)N1CC2(C1)C[C@H](CC2)OC=2C=NC(=CC2C#N)C(F)(F)F